FC=1C=C(C=CC1)[C@@H](O)[C@@H]1N[C@H](CC1)CC1=CC=C(C=C1)OC (R)-(3-Fluorophenyl)((2R,5R)-5-(4-methoxybenzyl)pyrrolidin-2-yl)methanol